S1C=NC(=C1)\C=N\O (E)-N-[(1,3-thiazol-4-yl)methylidene]hydroxylamine